FC1=CC=2C(C=C(OC2C2=C1N(C(=N2)C(F)(F)F)C)C2=CC=C(C=C2)OC)=O 4-fluoro-8-(4-methoxyphenyl)-3-methyl-2-(trifluoromethyl)chromeno[7,8-d]imidazol-6(3H)-one